Cl.N1=C(C=CC=C1)CCCC(=O)O 4-(pyridin-2-yl)butanoic acid hydrochloride